propyl-piperazine-1-sulfonamide C(CC)C1N(CCNC1)S(=O)(=O)N